(3S)-3-(4-Chloro-1-methyl-1H-benzotriazol-5-yl)-3-(7-{[(6S)-6-ethyl-2-hydroxy-5,6,7,9-tetrahydro-8H-pyrido[2,3-c]azepin-8-yl]methyl}-1-benzothiophen-5-yl)propanoic acid ClC1=C(C=CC=2N(N=NC21)C)[C@@H](CC(=O)O)C=2C=C(C1=C(C=CS1)C2)CN2CC1=C(C[C@@H](C2)CC)C=CC(=N1)O